N'-[(2S,3R)-2-[(3-chloro-2-fluorophenyl)-methyl]-4,4-difluoro-2-(2-hydroxycyclobutane-2-carbonyl)pyrrolidin-3-yl]-N,N-dimethylsulfuric diamide ClC=1C(=C(C=CC1)C[C@@]1(NCC([C@@H]1NS(N(C)C)(=O)=O)(F)F)C(=O)C1(CCC1)O)F